C(C)(=O)C1=C(NC2=C(C=CC(=C2C1=O)Cl)Br)S(=O)CC1=CC(=CC=C1)F 3-acetyl-8-bromo-5-chloro-2-((3-fluorobenzyl)sulfinyl)quinolin-4(1H)-one